3-(4-chlorophenyl)-1-(p-tolyl)prop-2-en-1-one ClC1=CC=C(C=C1)C=CC(=O)C1=CC=C(C=C1)C